BrC=1C=C2C(N(C=NC2=CC1CN1CCN(CC1)C(CC)CC)NC1=C(C=CC(=C1)Cl)S(=O)(=O)CC)=O 6-bromo-3-(5-chloro-2-ethylsulfonylanilino)-7-[(4-pentan-3-ylpiperazin-1-yl)methyl]quinazolin-4-one